2-(4-cyclopropyl-6-cyanopyrimidin-5-yl)-5-(4-(1-methyl-4-(trifluoromethyl)-1H-imidazol-2-yl)benzyl)-[1,2,4]triazolo[1,5-a]pyridine C1(CC1)C1=NC=NC(=C1C1=NN2C(C=CC=C2CC2=CC=C(C=C2)C=2N(C=C(N2)C(F)(F)F)C)=N1)C#N